(1S,4S,5R)-5-[[1-cyclopropyl-4-(2,6-dichlorophenyl)-1H-pyrazol-5-yl]methoxy]-2-azabicyclo[2.2.1]heptane-2-carboxylic acid benzyl ester C(C1=CC=CC=C1)OC(=O)N1[C@@H]2C[C@H]([C@H](C1)C2)OCC2=C(C=NN2C2CC2)C2=C(C=CC=C2Cl)Cl